5-amino-7-(4-fluorophenyl)-8-(4-methyl-1,3-benzoxazol-6-yl)-2-[(5-methyl-2-pyridyl)methyl]-[1,2,4]triazolo[4,3-c]pyrimidin-3-one NC1=NC(=C(C=2N1C(N(N2)CC2=NC=C(C=C2)C)=O)C2=CC1=C(N=CO1)C(=C2)C)C2=CC=C(C=C2)F